CN1C(=NC=C1C(C)N(S(=O)(=O)C)C=1C=NC2=CC(=NC(=C2C1)OC1CCC(CC1)NC1=NC=CC=N1)N1CCOCC1)[N+](=O)[O-] N-[1-(3-Methyl-2-nitro-imidazol-4-yl)ethyl]-N-[7-morpholino-5-[4-(pyrimidin-2-ylamino)cyclohexoxy]-1,6-naphthyridin-3-yl]methanesulfonamide